OCCCN(C(OC(C)(C)C)=O)CCCC1=CC=CC=C1 tert-butyl (3-hydroxypropyl)(3-phenylpropyl)carbamate